(3,4-epoxycyclohexyl)ethylmethoxyethoxydiethyl-silane lithium nickel [Ni].[Li].C1(CC2C(CC1)O2)CC[Si](CC)(CC)OCCOC